1-methyl-1H-pyrazole-5-carboxylic acid CN1N=CC=C1C(=O)O